C(C)(C)(C)NC1CCN(CC1)C1=CC(=C(S1)C(=O)NC=1C=C(C=2N(C1)C=C(N2)C)F)F 5-[4-(tert-butylamino)piperidin-1-yl]-3-fluoro-N-[8-fluoro-2-methylimidazo[1,2-a]pyridin-6-yl]thiophene-2-carboxamide